2-[2-(cyclopentylamino)ethyl]-N-[1-[3-(trifluoromethoxy)phenyl]ethyl]-4-(trifluoromethyl)-5-thiazolecarboxamide C1(CCCC1)NCCC=1SC(=C(N1)C(F)(F)F)C(=O)NC(C)C1=CC(=CC=C1)OC(F)(F)F